(3R,4R)-3-fluoro-1-methanesulfonylpiperidin F[C@H]1CN(CCC1)S(=O)(=O)C